6-(1-Isopropyl-1H-pyrazol-3-yl)-N-(6-methoxypyridin-2-yl)-5-methyl-2-(1-methyl-1H-imidazol-2-yl)thieno[2,3-d]pyrimidin-4-amine C(C)(C)N1N=C(C=C1)C1=C(C2=C(N=C(N=C2NC2=NC(=CC=C2)OC)C=2N(C=CN2)C)S1)C